(3,3-difluorocyclobutyl)methyl (2R)-3-hydroxy-2-[[(8S)-5-(7H-pyrrolo[2,3-d]pyrimidin-4-yl)-5-azaspiro[2.5]octane-8-carbonyl]amino]propanoate OC[C@H](C(=O)OCC1CC(C1)(F)F)NC(=O)[C@H]1CCN(CC12CC2)C=2C1=C(N=CN2)NC=C1